FC=1C=C(C=C(C1)F)[C@@H]1CC[C@H]2OC3(C(N21)=O)CCN(CC3)C(=O)C=3SC(=NN3)C3=NC=CC=C3 (5'S,7a'R)-5'-(3,5-difluorophenyl)-1-[5-(pyridin-2-yl)-1,3,4-thiadiazole-2-carbonyl]tetrahydro-3'H-spiro[piperidine-4,2'-pyrrolo[2,1-b][1,3]-oxazol]-3'-one